C(OCC(C)(C)OC(C)C1=CC(CC1)(C)C)(OCC)=O.CC1(NC(CC(C1)NCCCCCCNC1CC(NC(C1)(C)C)(C)C)(C)C)C N,N'-bis(2,2,6,6-tetramethyl-4-piperidyl) hexamethylenediamine 2-[1-(3,3-dimethyl-1-cyclopenten-1-yl)ethoxy]-2-methylpropyl ethyl carbonate